C1=NC=C(C2=CC=CC=C12)N1CC=2N=C(N=C(C2CC1)N1CC(N(CC1)C(C=C)=O)CC#N)OC[C@H]1N(CCC1)C 2-[4-[7-(4-isoquinolyl)-2-[[(2S)-1-methylpyrrolidin-2-yl]methoxy]-6,8-dihydro-5H-pyrido[3,4-d]pyrimidin-4-yl]-1-prop-2-enoyl-piperazin-2-yl]acetonitrile